C(=C)C=1C=C(C)C=CC1 m-vinyl-toluene